N-[5-[4-[(4-methyl-3-pyridyl)amino]cyclohexoxy]-7-morpholino-1,6-naphthyridin-3-yl]methanesulfonamide CC1=C(C=NC=C1)NC1CCC(CC1)OC1=C2C=C(C=NC2=CC(=N1)N1CCOCC1)NS(=O)(=O)C